NC=1OC2=C(C=NC=C2N2C3COC(C2)(C3)C(=O)N3C(C2=C(C=C(C=C2CC3)Cl)Cl)C)N1 (5-(2-aminooxazolo[4,5-c]pyridin-7-yl)-2-oxa-5-azabicyclo[2.2.1]heptan-1-yl)(6,8-dichloro-1-methyl-3,4-dihydroisoquinolin-2(1H)-yl)methanone